C1(=CC=CC=C1)CCI (2-phenylethyl) iodide